ClC1=CC=C(C=C1)N1N=C(C=C(C1=O)C(=O)O)C1CC1 2-(4-chlorophenyl)-6-cyclopropyl-3-oxo-2,3-dihydropyridazine-4-carboxylic acid